FC=1C=C2NC=CC2=C2/C=C/S(CCCCCCC(C3=CN=C(C=4C(=CC=C(OC12)C4)F)N3)C3=CC(=CC=C3)I)(=O)=O (14E)-23,29-Difluoro-6-(3-iodophenyl)-25-oxa-13λ6-thia-3,20,31-triazapentacyclo[24.3.1.12,5.016,24.017,21]hentriaconta-1(30),2,4,14,16,18,21,23,26,28-decaene 13,13-dioxide